C1=CC=CC2=CC3=CC=CC=C3C(=C12)CNC(O)=O.C(N)(O)=O carbamate (9-anthracylmethyl carbamate)